4-(thiazolidin-2-yl)phenol S1C(NCC1)C1=CC=C(C=C1)O